benzyl 2,3-difluoropropionate FC(C(=O)OCC1=CC=CC=C1)CF